tris(diphenylmethanoacetone) dipalladium (0) [Pd].[Pd].C1(=CC=CC=C1)C1(C(CC1)=O)C1=CC=CC=C1.C1(=CC=CC=C1)C1(C(CC1)=O)C1=CC=CC=C1.C1(=CC=CC=C1)C1(C(CC1)=O)C1=CC=CC=C1